(8E)-8-undecenal C(CCCCCC\C=C\CC)=O